NC=1C=NC2=CC=CC=C2C1N1C[C@H](CCC1)NC(OC(C)(C)C)=O tert-butyl [(3S)-1-(3-aminoquinolin-4-yl)piperidin-3-yl]carbamate